C(CCCCC1=C(C(=O)[O-])C=CC(=C1)C(NC1=CC2=C(NC(=N2)CN2[C@H](CCC2)C)C=C1)=O)C1=C(C(=O)[O-])C=CC(=C1)C(NC1=CC2=C(NC(=N2)CN2[C@H](CCC2)C)C=C1)=O Pentane-1,5-diylbis(4-((2-(((S)-2-methylpyrrolidin-1-yl)methyl)-1H-benzo[d]imidazole-5-yl)carbamoyl)benzoate)